OC[C@H](C1=CC=CC=C1)NC1=NC(=NC=C1C(=O)NC)NC1=CC(=C(C=C1)S(=O)(=O)C)C 4-[[(1S)-2-hydroxy-1-phenyl-ethyl]amino]-N-methyl-2-(3-methyl-4-methylsulfonyl-anilino)pyrimidine-5-carboxamide